4-{[4-amino-2-butyl-1H-imidazo[4,5-c]quinolin-1-yl]oxylbutyl}octadecanamide NC1=NC=2C=CC=CC2C2=C1N=C(N2OCCCCC(CCC(=O)N)CCCCCCCCCCCCCC)CCCC